2-methylisoindol-1-one CN1C(C2=CC=CC=C2C1)=O